2-(3-(trifluoromethoxy)phenoxy)thiazole-5-carbaldehyde FC(OC=1C=C(OC=2SC(=CN2)C=O)C=CC1)(F)F